tert-butyl 5-amino-4-(7-(cyclohexyloxy)-6-(hydroxymethyl)-1-oxoisoindolin-2-yl)-5-oxopentanoate NC(C(CCC(=O)OC(C)(C)C)N1C(C2=C(C(=CC=C2C1)CO)OC1CCCCC1)=O)=O